FC(OC=1C=C(C=CC1)B(O)O)(F)F 3-(trifluoro-methoxy)phenylboronic acid